Cl.N[C@@H](C[C@@](C(=O)OCC1=CC=CC=C1)(C)COCC)CC1=CC=C(C=C1)C1=C(C=CC(=C1)Cl)F Benzyl (2S,4R)-4-amino-5-(5'-chloro-2'-fluoro-[1,1'-biphenyl]-4-yl)-2-(ethoxymethyl)-2-methylpentanoate hydrochloride